N-(4-([1,2,4]triazolo[1,5-a]pyridin-7-yloxy)-2-fluoro-3-methylphenyl)-6-chloropyrido[3,2-d]pyrimidin-4-amine N=1C=NN2C1C=C(C=C2)OC2=C(C(=C(C=C2)NC=2C1=C(N=CN2)C=CC(=N1)Cl)F)C